rac-5,6-difluoro-N-{[4-(3-methyl-1,2-thiazol-4-yl)-2,5-dioxoimidazolidin-4-yl]methyl}-4'-(trifluoromethyl)[biphenyl]-2-carboxamide FC1=CC=C(C(=C1F)C1=CC=C(C=C1)C(F)(F)F)C(=O)NC[C@]1(NC(NC1=O)=O)C=1C(=NSC1)C |r|